C(N)(OC1=C(C(=NC(=C1)C(=O)N1CC2=CC=CC=C2C1)Cl)C(C)(C)C)=O (tert-butyl 2-chloro-6-(isoindoline-2-carbonyl) pyridin-4-yl) carbamate